O1NC=CC2=C1C=CC=C2 BEnZOXAZINE